nitrilotrimethylenetriphosphonic acid N(CP(O)(O)=O)(CP(O)(O)=O)CP(O)(O)=O